C1NCC12NC(CC2)=O 2,5-diazaspiro[3.4]-octan-6-one